1-methyl-4-[4-methyl-4-(5-methyl-1,3-benzoxazol-2-yl)piperidin-1-yl]-2-oxo-7-propoxy-1,2-dihydroquinoline-3-carbonitrile CN1C(C(=C(C2=CC=C(C=C12)OCCC)N1CCC(CC1)(C=1OC2=C(N1)C=C(C=C2)C)C)C#N)=O